COC1=CC=C(C=N1)C(=O)O 6-methoxy-pyridine-3-carboxylic acid